C(C)(=O)OC1=C(C=C(N)C=C1C1=CC=CC=C1)C1=CC=CC=C1 4-acetoxy-3,5-diphenylaniline